3-bromo-1-methyl-5-(3-(trifluoromethoxy)phenoxy)-1H-1,2,4-triazole BrC1=NN(C(=N1)OC1=CC(=CC=C1)OC(F)(F)F)C